OC=1C=C2C(N(C=NC2=CC1)C1=CC=C(C=C1)N1CCC2(CC(C2)OC2CCN(CC2)C=2C=C3CN(C(C3=CC2)=O)C2C(NC(CC2)=O)=O)CC1)=O 3-{5-[4-({7-[4-(6-hydroxy-4-oxoquinazolin-3-yl)phenyl]-7-azaspiro[3.5]nonan-2-yl}oxy)piperidin-1-yl]-1-oxo-3H-isoindol-2-yl}piperidine-2,6-dione